ClC1=CC(=CC=2C=C(OC21)CNC(OC(C)(C)C)=O)C2=CC=C(C=C2)S(=O)(=O)CC tert-butyl (7-chloro-5-(4-(ethylsulfonyl)phenyl)benzofuran-2-yl)methylcarbamate